C1(C=CCCC1)C(=O)[O-] cyclohex-2-ene-1-carboxylate